C(#N)C=1C=C(C=CC1)C=1N=C(SC1C1=CC(=NC(=C1)C)C)NC(=O)N1C[C@H](CC1)C(=O)N (3S)-N1-[4-(3-Cyanophenyl)-5-(2,6-dimethyl-4-pyridyl)thiazol-2-yl]pyrrolidin-1,3-dicarboxamid